2-(1,3-dimethoxyprop-2-yl)-6-(4-ethyl-3-(hydroxymethyl)-5-oxo-4,5-dihydro-1H-1,2,4-triazol-1-yl)-7-fluoro-4-isopropylisoquinolin-1(2H)-one COCC(COC)N1C(C2=CC(=C(C=C2C(=C1)C(C)C)N1N=C(N(C1=O)CC)CO)F)=O